FC1(CCC(CC1)N1N=CC2=C1N=CNC2=O)F 1-(4,4-difluorocyclohexyl)-1,5-dihydro-4H-pyrazolo[3,4-d]pyrimidin-4-one